C(=O)(O)C(C)C1=CC=C(CC(C(=O)O)CCCC(=O)O)C=C1 (4-(1-carboxyethyl)benzyl)adipic acid